NC(C(=O)O)C1=CC=C(C=C1)C1=CC(=CC=C1)F 2-amino-2-(3'-fluoro-[1,1'-biphenyl]-4-yl)acetic acid